ClC=1C=C(C=CC1)C([C@@H](C1=CC=CC=C1)N(C(O)=O)[C@H](C(N[C@H](C=O)C[C@H]1C(NCC1)=O)=O)CC(C)C)(F)F.[2H]CC=1C=CC=2NC3=CC=C(C=C3C2C1)C[2H] 3,6-dideuteromethyl-carbazole (R)-2-(3-chlorophenyl)-2,2-difluoro-1-phenylethyl-((S)-4-methyl-1-oxo-1-(((S)-1-oxo-3-((S)-2-oxopyrrolidin-3-yl)propan-2-yl)amino)pentan-2-yl)carbamate